ClC=1C=C(OC2CCC(CC2)NC(C2=CC=C(C=C2)CN2CCC(CC2)N2C=CC3=C(C=CC=C23)N2C(NC(CC2)=O)=O)=O)C=CC1C#N N-((1r,4r)-4-(3-Chloro-4-cyanophenoxy)cyclohexyl)-4-((4-(4-(2,4-dioxotetrahydropyrimidin-1(2H)-yl)-1H-indol-1-yl)piperidin-1-yl)methyl)benzamide